2-chloroquinoline-5-carboxylic acid methyl ester COC(=O)C=1C=2C=CC(=NC2C=CC1)Cl